OC1CCC(CC1)NC1=NC=C(C(=N1)NC1(CCOCC1)C)C(=O)N 2-((1r,4r)-4-hydroxycyclohexylamino)-4-(4-methyltetrahydro-2H-pyran-4-ylamino)pyrimidine-5-carboxamide